tert-butyl 3-[7-[8-ethyl-3-(methoxymethoxy)-1-naphthyl]-8-fluoro-2-methyl sulfonyl-pyrido[4,3-d]pyrimidin-4-yl]-3,8-diazabicyclo[3.2.1]octane-8-carboxylate C(C)C=1C=CC=C2C=C(C=C(C12)C1=C(C=2N=C(N=C(C2C=N1)N1CC2CCC(C1)N2C(=O)OC(C)(C)C)S(=O)(=O)C)F)OCOC